1-(5-(2,3-dichlorophenoxy)-1H-imidazo[4,5-b]pyrazin-2-yl)-4-methylpiperidin-4-amine ClC1=C(OC=2N=C3C(=NC2)NC(=N3)N3CCC(CC3)(N)C)C=CC=C1Cl